20-oxo-5β-pregnan-3β-yl-butanoic acid O=C(C)[C@H]1CC[C@H]2[C@@H]3CC[C@@H]4C[C@H](CC[C@]4(C)[C@H]3CC[C@]12C)C(C(=O)O)CC